(3as,6as)-octahydro-pentalene C1CCC2CCCC12